1-(4-chloro-3-(trifluoromethyl)phenyl)-3-(3-(3-(pyridin-3-yl)quinoxaline-6-carbonyl)phenyl)urea ClC1=C(C=C(C=C1)NC(=O)NC1=CC(=CC=C1)C(=O)C=1C=C2N=C(C=NC2=CC1)C=1C=NC=CC1)C(F)(F)F